4-chloro-6-methoxynicotinic acid ClC1=CC(=NC=C1C(=O)O)OC